C(C=CC=CC=CC=CC=CCC1C(CCCCCCCC)O1)(=O)O 13,14-epoxy-docosapentaenoic acid